2-(3-chloro-4-fluorophenyl)acetic Acid ClC=1C=C(C=CC1F)CC(=O)O